tert-Butyl 2-chloro-6-(3-((trans)-2-(trifluoromethyl)cyclopropoxy)-1H-pyrazol-1-yl)nicotinate ClC1=C(C(=O)OC(C)(C)C)C=CC(=N1)N1N=C(C=C1)O[C@H]1[C@@H](C1)C(F)(F)F